COC1=C(C=CC(=C1)OC)NC1=CC=NC2=CC(=CC=C12)C1=CC=CC=C1 N-(2,4-dimethoxyphenyl)-7-phenylquinolin-4-amine